FC=1C=C(C=2C(C(CCC2C1C)(C)CCCO)=O)NC(C)=O N-(3-fluoro-7-(3-hydroxypropyl)-4,7-dimethyl-8-oxo-5,6,7,8-tetrahydro-naphthalen-1-yl)acetamide